FC=1C=C(C=CC1)CCN M-fluorophenylethylamine